C(C)OC(C1=C(C(=C(C(=C1)C#N)N)C#N)C)=O.C(#N)C=1C(=C(C(=O)OCC)C=C(C1I)C#N)C Ethyl 3,5-dicyano-4-iodo-2-methyl-benzoate Ethyl-4-amino-3,5-dicyano-2-methyl-benzoate